N[C@H](C(=O)N1CCOCC1)[C@@H](C)OCC1CCC(CC1)(F)F (2S,3R)-2-amino-3-((4,4-difluorocyclohexyl)methoxy)-1-morpholinobutan-1-one